5-methyldicyanoaniline CC=1C=CC=C(N(C#N)C#N)C1